tert-Butyl 4-(2-methoxy-2-oxoethyl)piperazine-1-carboxylate COC(CN1CCN(CC1)C(=O)OC(C)(C)C)=O